N-hydroxy-o-methylbenzimidoyl chloride ON=C(C1=C(C=CC=C1)C)Cl